C(#N)N1C[C@@H](C[C@H]1CS(=O)(=O)C)N1COC(=C1)C1=CC(=CC=C1)C(F)(F)F N-((3R,5S)-1-Cyano-5-((methylsulfonyl)methyl)pyrrolidin-3-yl)-5-(3-(trifluoromethyl)phenyl)oxazole